tert-butyl (S)-7-((6-(1-(dimethylamino)ethyl)-5-(tetrahydro-2H-pyran-4-yl)pyridin-2-yl)amino)-4-(7-fluoroimidazo[1,2-a]pyridin-3-yl)-1-oxoisoindoline-2-carboxylate CN([C@@H](C)C1=C(C=CC(=N1)NC=1C=CC(=C2CN(C(C12)=O)C(=O)OC(C)(C)C)C1=CN=C2N1C=CC(=C2)F)C2CCOCC2)C